(2R,3R)-2-(6-chloro-2-(hex-1-yn-1-yl)-8-(1-methyl-1H-pyrrol-2-yl)-9H-purin-9-yl)tetrahydrofuran-3-yl acetate C(C)(=O)O[C@H]1[C@@H](OCC1)N1C2=NC(=NC(=C2N=C1C=1N(C=CC1)C)Cl)C#CCCCC